NC1=C(C(=NN1C1=CC(=CC=C1)C(F)(F)F)C1=CC=C(C=C1)CNC(C1=C(C=CC=C1)OC)=O)C(=O)N 5-amino-3-[4-[[(2-methoxybenzoyl)amino]methyl]phenyl]-1-[3-(trifluoromethyl)phenyl]pyrazole-4-carboxamide